BrC=1C=C(C=CC1F)N1C(=NOC1=O)C1=NON=C1NCCN1C(NC=C1)=C=O 4-(3-bromo-4-fluorophenyl)-3-(4-((2-(2-carbonylimidazol-1-yl)ethyl)amino)-1,2,5-oxadiazol-3-yl)-1,2,4-oxadiazol-5(4H)-one